CN(CCN(C1=C(C=C(C(=C1)OC)NC1=NC=NC(=N1)NC=1C(=NC(=CC1)C)C(C)(C)O)NC(C=C)=O)C)C N-(2-((2-(dimethylamino)ethyl)(methyl)amino)-5-(4-(2-(2-hydroxypropan-2-yl)-6-methylpyridin-3-ylamino)-1,3,5-triazin-2-ylamino)-4-methoxyphenyl)acrylamide